BrC(C(=O)NC1=NC=C(C=C1)C(C1=CC=C(C=C1)F)=O)C 2-bromo-N-(5-(4-fluorobenzoyl)pyridin-2-yl)propionamide